1-benzyl-6-cyano-7-(naphthalen-1-ylmethyl)-5-oxo-8-(3-(trifluoromethyl)phenyl)-1,2,3,5-tetrahydroimidazo[1,2-a]pyridine-3-carboxylic acid C(C1=CC=CC=C1)N1CC(N2C1=C(C(=C(C2=O)C#N)CC2=CC=CC1=CC=CC=C21)C2=CC(=CC=C2)C(F)(F)F)C(=O)O